C(=O)O.O=C1NC(CCC1N1C(C2=CC=CC(=C2C1=O)NCCCC(=O)NC)=O)=O 4-((2-(2,6-dioxopiperidin-3-yl)-1,3-dioxoisoindol-4-yl)amino)-N-methylbutanamide formate